ClC1=C(C(=CC(=C1)C(F)(F)F)OCOCC)B1OC(C(O1)(C)C)(C)C 2-(2-Chloro-6-(ethoxymethoxy)-4-(trifluoromethyl)phenyl)-4,4,5,5-tetramethyl-1,3,2-dioxaborolane